3-[(4-bromophenyl)difluoromethyl]-azetidine, trifluoroacetate salt FC(C(=O)O)(F)F.BrC1=CC=C(C=C1)C(C1CNC1)(F)F